O=C1NC(CCC1C1=C(C=C(C=C1F)C1CN(C1)C(=O)OC(C)(C)C)F)=O tert-butyl 3-(4-(2,6-dioxopiperidin-3-yl)-3,5-difluorophenyl)azetidine-1-carboxylate